FC1=CC(=C(N\C(=C(\C(=O)OCC)/[N+](=O)[O-])\C)C=C1F)OC ethyl (2Z)-3-(4,5-difluoro-2-methoxyanilino)-2-nitrobut-2-enoate